3-(6-(benzo[d]thiazol-2-ylamino)pyridin-3-yl)pyrazolo[5,1-b]oxazole-7-carboxylic acid S1C(=NC2=C1C=CC=C2)NC2=CC=C(C=N2)C=2N1C(OC2)=C(C=N1)C(=O)O